IC1=CC=C(C(=O)NCC2=CC=C(C=C2)C(=O)NNCCCCCOCCCCC)C=C1 4-iodo-N-(4-(2-(5-(pentyloxy)pentyl)hydrazine-1-carbonyl)benzyl)benzamide